FC(C1=CC=C(C=N1)C(C)N1C(C=2N(CC1)N=C1C2CNCC1)=O)(F)F 9-(1-(6-(trifluoromethyl)pyridin-3-yl)ethyl)-1,2,3,4,8,9-hexahydropyrido[4',3':3,4]pyrazolo[1,5-a]pyrazin-10(7H)-one